(N-cyclopentylacetylamino)-4-methylthiophene-3-carboxylic acid C1(CCCC1)CC(=O)NC=1SC=C(C1C(=O)O)C